C(C)C1=NC(=CC(=C1)C1=NC=CC=C1)C1=NC=CC=C1 2-ethyl-4,6-bis(pyridin-2-yl)pyridine